FC(OC1=C(C=CC=C1)N1N=NC(=C1)C1=CC=C(C=C1)NC(C)=O)(F)F N-{4-[1-(2-trifluoromethoxyphenyl)-1H-[1,2,3]triazol-4-yl]-phenyl}acetamide